CN1N=CC(=C1C1=NC(=NC=C1F)N1CCC(CC1)C(=O)N(O)CC1=NC=C(C=C1)F)C 1-(4-(1,4-dimethyl-1H-pyrazol-5-yl)-5-fluoropyrimidin-2-yl)-N-((5-fluoropyridin-2-yl)methyl)-N-hydroxypiperidine-4-carboxamide